BrC1=C(C(=NC=C1)F)C1N(C(CC1)C=C)C(=O)OC(C)(C)C tert-butyl 2-(4-bromo-2-fluoropyridin-3-yl)-5-vinylpyrrolidine-1-carboxylate